3-(2,2,6,6-tetramethylpiperidin-4-yl)-3H-[1,2,3]triazolo[4,5-c]pyridazin CC1(NC(CC(C1)N1N=NC2=C1N=NC=C2)(C)C)C